5-(octa-1,7-diynyl)-uracil C(#CCCCCC#C)C=1C(NC(NC1)=O)=O